3-(2-Chloro-3-(9-(5-chloro-2-methoxybenzyl)-6-(1-methylcyclopropoxy)-9H-purin-8-yl)phenoxy)propanoic acid ClC1=C(OCCC(=O)O)C=CC=C1C=1N(C2=NC=NC(=C2N1)OC1(CC1)C)CC1=C(C=CC(=C1)Cl)OC